CC=1C(=C(C=2CC3=CC=CC=C3C2C1)C1=C(C2=C([Se]C3=C2C=CC=C3)C=C1)C1=CC=CC=C1)C [(dimethylfluorenyl)dibenzoselenophenyl]benzene